1-(3,4-methylenedioxy-phenyl)-2-propanol C1OC=2C=C(C=CC2O1)CC(C)O